N-Boc-3-fluoro-D-phenylalanine C(=O)(OC(C)(C)C)N[C@H](CC1=CC(=CC=C1)F)C(=O)O